5-bromo-4-(4-methylpiperazin-1-yl)pyridin-3-amine BrC=1C(=C(C=NC1)N)N1CCN(CC1)C